N-(3-Methyl-butyl)-3-[4-((E)-2-pyridin-2-yl-vinyl)-phenylamino]-benzamide CC(CCNC(C1=CC(=CC=C1)NC1=CC=C(C=C1)\C=C\C1=NC=CC=C1)=O)C